5-[4-(2-methoxyethyl)piperazine-1-carbonyl]-6-methyl-N-(1-methylcyclopropyl)furo[2,3-d]pyrimidin-4-amine COCCN1CCN(CC1)C(=O)C1=C(OC=2N=CN=C(C21)NC2(CC2)C)C